ClC1=CC=C(CCNC2=NC(=NC=C2F)NCC2=C(N=NN2C)C2=CC=C(C(=N2)C)O[C@@H]2C[C@H](CCC2)C(=O)O)C=C1 (1S,3S)-3-((6-(5-(((4-((4-chloro-phenethyl)amino)-5-fluoropyrimidin-2-yl)amino)methyl)-1-methyl-1H-1,2,3-triazol-4-yl)-2-methylpyridin-3-yl)oxy)cyclohexane-1-carboxylic acid